(M)-4-(4-acryloyl-cis-3,5-dimethylpiperazin-1-yl)-7-chloro-6-fluoro-1-(2-isopropyl-4-methylpyridin-3-yl)pyrido[2,3-d]Pyrimidin-2(1H)-one C(C=C)(=O)N1[C@@H](CN(C[C@@H]1C)C=1C2=C(N(C(N1)=O)C=1C(=NC=CC1C)C(C)C)N=C(C(=C2)F)Cl)C